(2R,5S)-tert-butyl 5-(4-fluorophenyl)-2-methylpiperazine-1-carboxylate tert-Butyl-(2R,5S)-5-(4-fluorophenyl)-2-methyl-4-(2,2,2-trifluoroacetyl)piperazine-1-carboxylate C(C)(C)(C)OC(=O)N1[C@@H](CN([C@H](C1)C1=CC=C(C=C1)F)C(C(F)(F)F)=O)C.FC1=CC=C(C=C1)[C@@H]1NC[C@H](N(C1)C(=O)OC(C)(C)C)C